[1-[1-[3-[(2,2-dimethylchroman-4-yl)carbamoyl]phenyl]butyl]-4,4-diethyl-6-oxo-hexahydropyrimidin-2-ylidene]ammonium CC1(OC2=CC=CC=C2C(C1)NC(=O)C=1C=C(C=CC1)C(CCC)N1C(NC(CC1=O)(CC)CC)=[NH2+])C